(S)-N-(1-deutero-1-(3-chloro-5-fluoro-2-((2-methyl-4-(1-methyl-1H-1,2,4-triazol-5-yl)quinolin-8-yloxy)methyl)phenyl)ethyl)-2-(difluoromethoxy)acetamide [2H][C@](C)(C1=C(C(=CC(=C1)F)Cl)COC=1C=CC=C2C(=CC(=NC12)C)C1=NC=NN1C)NC(COC(F)F)=O